S-(4-tert-butylphenyl) thiocarboxylate C(=O)SC1=CC=C(C=C1)C(C)(C)C